CN1C(N(C2=NC(=NC=C12)NC=1C(=CC2=C(CCO2)C1)C)[C@@H]1CC[C@H](CC1)C#N)=O trans-4-(7-methyl-2-((6-methyl-2,3-dihydrobenzofuran-5-yl)amino)-8-oxo-7,8-dihydro-9H-purin-9-yl)cyclohexane-1-carbonitrile